trimethyl-[(2E)-3-phenyl-2-propenyl]silane C[Si](C\C=C\C1=CC=CC=C1)(C)C